[C@@H]12[C@@H]3C[C@@H]3[C@@H](COC1)N2C2=NC(=NC(=N2)N2C1[C@@H]3C[C@@H]3C2COC1)C=1C(=CC(=NC1)N)C(F)F 5-(4-((1R,2R,4S,5S)-7-oxa-9-azatricyclo[3.3.1.02,4]nonan-9-yl)-6-((2R,4S)-7-oxa-9-azatricyclo[3.3.1.02,4]nonan-9-yl)-1,3,5-triazin-2-yl)-4-(difluoromethyl)pyridin-2-amine